ClC=1C=NC(=C(C(=O)NC2CCC(CC2)CN2C(C(C3=CC=CC=C23)(O)C2=NC=CC=C2Cl)=O)C1)C(F)F 5-chloro-N-((1r,4r)-4-((3-(3-chloropyridin-2-yl)-3-hydroxy-2-oxoindolin-1-yl)methyl)cyclohexyl)-2-(difluoromethyl)nicotinamide